para-hydroxybenzaldehyde compound with malonic acid C(CC(=O)O)(=O)O.OC1=CC=C(C=O)C=C1